3-cyano-5-phenylpiperidine-1-carboxylate C(#N)C1CN(CC(C1)C1=CC=CC=C1)C(=O)[O-]